Cis-tert-butyl (4aS,10bS)-8-(((trifluoromethyl)sulfonyl)oxy)-2,3,4,4a,6,10b-hexahydro-1H-isochromeno[4,3-b]pyridine-1-carboxylate FC(S(=O)(=O)OC=1C=CC2=C(C1)CO[C@@H]1[C@H]2N(CCC1)C(=O)OC(C)(C)C)(F)F